CC(=O)C1=C(C(=C(C(=C1F)F)F)F)F 2,3,4,5,6-pentafluoroacetophenone